C1(=CC=CC=C1)C(C)N1N=CC(=C1)C(=O)N 1-(1-phenylethyl)-1H-pyrazole-4-carboxamide